ClC1=C(C=CC=C1)C1=C(C(=CC=C1)NC(=O)[C@H]1NCC(C1)(F)F)F (S)-N-(2'-chloro-2-fluorobiphenyl-3-yl)-4,4-difluoropyrrolidine-2-carboxamide